C(C#C)C1=CC=C(C[C@H](N)C(=O)O)C=C1 Para-propargyl-phenylalanine